bis(hydroxyethoxyethyl)amine OCCOCCNCCOCCO